C(C)(C)C1=NOC(=N1)N1CC(CC1)[C@H](C)OC=1SC2=NC(=CC=C2N1)C=1C=NC(=CC1)S(=O)(=O)C 2-((S)-1-(1-(3-isopropyl-1,2,4-oxadiazol-5-yl)pyrrolidin-3-yl)ethoxy)-5-(6-(methylsulfonyl)pyridin-3-yl)thiazolo[5,4-b]pyridin